FS(C=1C=CC(=NC1)N1CCCCC1)(F)(F)(F)F 1-(5-(pentafluoro-λ6-sulfanyl)pyridin-2-yl)piperidine